5-(2-(3-chloro-4-fluoro-5-((R)-3-methoxypyrrolidin-1-yl)phenyl)cyclopropyl)-2,2'-bipyrimidine ClC=1C=C(C=C(C1F)N1C[C@@H](CC1)OC)C1C(C1)C=1C=NC(=NC1)C1=NC=CC=N1